N1=C(C=CC=C1)C1=C(N=C(C(=N1)C1=NC=CC=C1)C1=NC=CC=C1)C1=NC=CC=C1 tetra-2-pyridyl-pyrazine